6-chloro-N-(2,5-difluoro-4-(methylthio)phenyl)pyrazolo[1,5-a]pyridine-3-sulfonamide ClC=1C=CC=2N(C1)N=CC2S(=O)(=O)NC2=C(C=C(C(=C2)F)SC)F